4-(5-(3-bromopropyloxy)-6-methoxyisoindolin-2-yl)-4-oxobutanoic acid ethyl ester C(C)OC(CCC(=O)N1CC2=CC(=C(C=C2C1)OCCCBr)OC)=O